benzyl (3aR,4S,9bR)-8-(3-fluorophenyl)-4-(hydroxymethyl)-2,3,3a,4,5,9b-hexahydro-1H-pyrrolo[3,2-c]quinoline-1-carboxylate FC=1C=C(C=CC1)C1=CC=2[C@H]3[C@@H]([C@H](NC2C=C1)CO)CCN3C(=O)OCC3=CC=CC=C3